methylene-(4-chlorophenyl)ethanone oxime C=CC(=NO)C1=CC=C(C=C1)Cl